(2S)-1-[(2S)-2-[[(2S)-2-(9H-fluoren-9-ylmethoxycarbonylamino)propanoyl]amino]propanoyl]pyrrolidine-2-carboxylic acid C1=CC=CC=2C3=CC=CC=C3C(C12)COC(=O)N[C@H](C(=O)N[C@H](C(=O)N1[C@@H](CCC1)C(=O)O)C)C